OC(CCl)CO 2,3-dihydroxychloropropane